(E)-N-benzyl-2-(1-(pyridine-2-yl)ethylidene)hydrazine-1-carbothioamide C(C1=CC=CC=C1)NC(=S)N/N=C(\C)/C1=NC=CC=C1